FC(C1=NN(C=C1)C1=CC=CC=C1)(F)F (E)-3-trifluoromethyl-1-phenyl-1H-pyrazole